(-)-dimethyl tartrate C(=O)(OC)C(O)C(O)C(=O)OC